IC=1C=C(C=CC1)\C=C\CC 1-(3-iodophenyl)-trans-1-butene